CS(=O)(=O)C=1C=CC=C2C(=C(C(N(C12)C)=O)C#N)N1CCC(CC1)(C=1OC2=C(N1)C=C(C=C2)C)C 8-(methanesulfonyl)-1-methyl-4-[4-methyl-4-(5-methyl-1,3-benzoxazol-2-yl)piperidin-1-yl]-2-oxo-1,2-dihydroquinoline-3-carbonitrile